ClC=1C(=NC=CC1)C(=O)N1CC(CC1)C1=C(C=C(C=O)C=C1)C1OCCCO1 4-(1-(3-chloropyridineformyl)pyrrolidin-3-yl)-3-(1,3-dioxane-2-yl)benzaldehyde